2-(4-((((4-((S)-2-((S)-2-((((9H-fluoren-9-yl)methoxy)carbonyl)amino)-3-methylbutanamido)-5-ureidopentanamido)benzyl)oxy)carbonyl)(methyl)amino)-N-methylbutanamido)propanoate C1=CC=CC=2C3=CC=CC=C3C(C12)COC(=O)N[C@H](C(=O)N[C@H](C(=O)NC1=CC=C(COC(=O)N(CCCC(=O)N(C)C(C(=O)[O-])C)C)C=C1)CCCNC(=O)N)C(C)C